3-(dimethylamino)-1-[3-(3-(pyrrolidin-1-yl)propoxy)phenyl]propan-1-ol CN(CCC(O)C1=CC(=CC=C1)OCCCN1CCCC1)C